CC1([C@H](N(CS1)C(=O)OC(C)(C)C)C(=O)OCC1=CC=CC=C1)C (R)-4-benzyl 3-(tert-butyl) 5,5-dimethylthiazolidine-3,4-dicarboxylate